CNC(=O)C=1N(N=CN1)CC=1SC(=CC1)C1=NOC(=N1)C(F)(F)F N-methyl-2-[[5-[5-(trifluoromethyl)-1,2,4-oxadiazol-3-yl]-2-thienyl]methyl]-1,2,4-triazole-3-carboxamide